CC1(COC1)CSCC1=CC=C(C=C1)[N+](=O)[O-] 3-methyl-3-({[(4-nitrophenyl)methyl]sulfanyl}methyl)oxetane